CNCCCN(CCC[Si](OC)(OC)OC)CCCN(CCC[Si](OC)(OC)OC)C N1-methyl-N3-(3-(methyl(3-(trimethoxysilyl)propyl)amino)propyl)-N3-(3-(trimethoxysilyl)propyl)-1,3-propanediamine